C1(CC1)C1=NC=NC(=C1C=1N=C(C=2C(N1)=CN(N2)C)N(C)CC2=CC=C(C=C2)C=2N(C=C(N2)C(F)(F)F)C(C)C)OC 5-(4-cyclopropyl-6-methoxypyrimidin-5-yl)-N-(4-(1-isopropyl-4-(trifluoromethyl)-1H-imidazol-2-yl)benzyl)-N,2-dimethyl-2H-pyrazolo[4,3-d]pyrimidin-7-amine